FC1(CCCC1)CN1N=CC(=C1)C=1C(=NC(=CC1)C)C1=CC=C2CNC(C2=C1)=O 6-(3-(1-((1-fluorocyclopentyl)methyl)-1H-pyrazol-4-yl)-6-methylpyridin-2-yl)isoindolin-1-one